tert-butyl (S)-4-((3-(2,4-dioxotetrahydropyrimidin-1(2H)-yl)-4-methylbenzo[d]isoxazol-5-yl)methyl)-2-methylpiperazine-1-carboxylate Cesium carbonate C([O-])([O-])=O.[Cs+].O=C1N(CCC(N1)=O)C1=NOC2=C1C(=C(C=C2)CN2C[C@@H](N(CC2)C(=O)OC(C)(C)C)C)C.[Cs+]